(1s,4r,6s)-4-(((tert-butyldimethylsilyl)oxy)methyl)-3,7-dioxabicyclo[4.1.0]heptane-5-one [Si](C)(C)(C(C)(C)C)OC[C@H]1OC[C@@H]2O[C@@H]2C1=O